4-(2-((1,8-diazaspiro[4.5]dec-1-yl)methyl)-6-chlorophenyl)-2,2-dimethylbut-3-ynoic acid N1(CCCC12CCNCC2)CC2=C(C(=CC=C2)Cl)C#CC(C(=O)O)(C)C